ClC1=C(C#N)C(=C(C(=N1)C)C)C 2-chloro-4,5,6-trimethylnicotinonitrile